4-heptanone oxime CCCC(CCC)=NO